((1R,4R)-oxetan-3-yl 4-(5-(2-(N-(tert-butyl) sulfamoyl)-4-(3-((R)-1-phenylethyl) ureido) phenyl) thiazol-2-yl) cyclohexyl) carbamate C(N)(OC1(CCC(CC1)C=1SC(=CN1)C1=C(C=C(C=C1)NC(=O)N[C@H](C)C1=CC=CC=C1)S(NC(C)(C)C)(=O)=O)C1COC1)=O